[I-].C(CCC)N1C2=C(N=C3C(N(C(N=C13)=O)CCC[N+](CC)(CC)CC)=O)C=C(C(=C2)C)C [3-(10-Butyl-7,8-dimethyl-2,4-dioxo-4,10-dihydro-2H-benzo[g]pteridin-3-yl)-propyl]-triethyl-ammonium iodid